FC(C1=NN=C(O1)C=1C=CC(=NC1)CN1C(N(C2=C1C(=CC=C2)F)C2CCN(CC2)C(=O)OC(C)(C)C)=O)F tert-butyl 4-(3-((5-(5-(difluoromethyl)-1,3,4-oxadiazole-2-yl)pyridine-2-yl)methyl)-4-fluoro-2-oxo-2,3-dihydro-1H-benzo[d]imidazole-1-yl)piperidine-1-carboxylate